FC1=CC(=C(OCCCCOC2=C(C=C(C=C2C)F)I)C(=C1)C)I 1,4-bis(4-fluoro-2-iodo-6-methylphenoxy)butane